3,6-diphenyl-9-[4-(10-phenyl-9-anthryl)phenyl]9H-carbazole C1(=CC=CC=C1)C=1C=CC=2N(C3=CC=C(C=C3C2C1)C1=CC=CC=C1)C1=CC=C(C=C1)C=1C2=CC=CC=C2C(=C2C=CC=CC12)C1=CC=CC=C1